N-(1,2-Dihydroacenaphthylen-5-yl)tetrazolo[1,5-a]pyridine-7-carboxamide C1CC2=CC=C(C3=CC=CC1=C23)NC(=O)C2=CC=3N(C=C2)N=NN3